FC=1C=C(C(=O)N[C@@H]2CC[C@H](CC2)OCC(C)(C)O)C=CC1C1=NC=CC2=C1C=CO2 3-fluoro-4-(furo[3,2-c]pyridin-4-yl)-N-[trans-4-(2-hydroxy-2-methylpropoxy)cyclohexyl]benzamide